(2r,6s)-4-(8-bromo-2,3-dimethylquinoxalin-5-yl)-2,6-dimethylpiperazine-1-carboxylic acid tert-butyl ester C(C)(C)(C)OC(=O)N1[C@@H](CN(C[C@@H]1C)C1=C2N=C(C(=NC2=C(C=C1)Br)C)C)C